methyl (Z)-2-[5-(4-cyclopropylpyrazol-1-yl)-2-methyl-phenoxy]-3-methoxy-prop-2-enoate C1(CC1)C=1C=NN(C1)C=1C=CC(=C(O\C(\C(=O)OC)=C/OC)C1)C